4-(5-nitropyridin-2-yl)butyric acid [N+](=O)([O-])C=1C=CC(=NC1)CCCC(=O)O